O1COCC1 1,3-DIOXOLAN